cyclopenta[d]pyrimidin N1C=NC=C2C1=CC=C2